4-[2-(4-methoxyphenyl)ethyl]resorcinol ethyl-2-amino-7-((tert-butyldimethylsilyl)oxy)-6-chlorobenzo[b]thiophene-3-carboxylate C(C)C1=CC(=C(C=2SC(=C(C21)C(=O)O)N)O[Si](C)(C)C(C)(C)C)Cl.COC2=CC=C(C=C2)CCC2=C(C=C(O)C=C2)O